4-[(1R)-2-methoxy-1-methyl-ethoxy]-2-methylsulfanyl-5-(trifluoromethyl)pyrimidine COC[C@H](OC1=NC(=NC=C1C(F)(F)F)SC)C